N-(2-(1H-indol-3-yl)ethyl)-5-fluoro-2-((3,4,5-trimethoxyphenyl)amino)benzamide N1C=C(C2=CC=CC=C12)CCNC(C1=C(C=CC(=C1)F)NC1=CC(=C(C(=C1)OC)OC)OC)=O